FC1=C(C=C2CN(C(C2=C1)=O)C1C(NC(CC1)=O)=O)N1CCN(CC1)CC1CCN(CC1)C1=C(C=C(C=C1)C1C(COC2=CC(=CC=C12)O)C=1C=C(C=CC1)C)F 3-(6-Fluoro-5-(4-((1-(2-fluoro-4-(7-hydroxy-3-(m-tolyl)chroman-4-yl)phenyl)piperidin-4-yl)methyl)piperazin-1-yl)-1-oxoisoindolin-2-yl)piperidin-2,6-dion